S1C2=C(C=C1)CC(C2)NC2=NC=C(C=N2)C2=NN=C(O2)CC(=O)O 2-(5-(2-((5,6-dihydro-4H-cyclopenta[b]thiophen-5-yl)amino)pyrimidin-5-yl)-1,3,4-oxadiazol-2-yl)acetic acid